(5'S,7a'R)-5'-(3,5-difluorophenyl)-1-(2-methoxypyridine-3-carbonyl)tetrahydro-3'H-spiro[piperidine-4,2'-pyrrolo[2,1-b][1,3]oxazol]-3'-one FC=1C=C(C=C(C1)F)[C@@H]1CC[C@H]2OC3(C(N21)=O)CCN(CC3)C(=O)C=3C(=NC=CC3)OC